(4-amino-2-bromo-6-chlorophenoxy)-4-bis(trideuteromethyl)methylpyridazin-3(2H)-one NC1=CC(=C(ON2N=CC=C(C2=O)C(C([2H])([2H])[2H])C([2H])([2H])[2H])C(=C1)Cl)Br